C1(CCC1)C=1C(=NN(C1NC(=O)[C@@H]1C(C1)(F)F)C)C1CC(C1)C1=CC=CC=C1 (R)-N-(4-cyclobutyl-1-methyl-3-(3-phenylcyclobutyl)-1H-pyrazol-5-yl)-2,2-difluorocyclopropane-1-carboxamide